(2S,4R)-4-hydroxy-1-[(2S)-2-[4-[(4-methoxyanilino)methyl]triazol-1-yl]-3,3-dimethyl-butanoyl]-N-methyl-pyrrolidine-2-carboxamide O[C@@H]1C[C@H](N(C1)C([C@H](C(C)(C)C)N1N=NC(=C1)CNC1=CC=C(C=C1)OC)=O)C(=O)NC